ClC1=C(C=C(C=C1)NC1=NC=C(C(=N1)NC=1C=C(C=CC1)NC(C=C)=O)F)OC(CO)(C)C N-(3-(2-(4-chloro-3-(1-hydroxy-2-methylpropan-2-yloxy)phenylamino)-5-fluoropyrimidin-4-ylamino)phenyl)acrylamide